C1=CC=CC=2NC3=CC=C4C(C3=CC12)=C1C=CC=CC1=N4 indolo-acridine